C(CC(=O)C)(=O)[O-].C(CCCCCCC\C=C/CCCCCCCC)CC(CC(=O)[O-])=O.C(CCCCCCC\C=C/CCCCCCCC)CC(CC(=O)[O-])=O.[Al+3] aluminum bis(oleylacetoacetate) monoacetoacetate